N-((1-(2,4-difluorobenzyl)cyclobutyl)methyl)-5-(methoxymethyl)-4H-1,2,4-triazole-3-carboxamide FC1=C(CC2(CCC2)CNC(=O)C2=NN=C(N2)COC)C=CC(=C1)F